2-{[(2r,7as)-2-fluoro-hexahydro-1H-pyrroliz-7a-yl]methoxy}-7-[8-ethynyl-7-fluoro-3-(methoxymethoxy)naphthalen-1-yl]-8-fluoropyrido[4,3-d]pyrimidin-4-ol F[C@@H]1C[C@@]2(CCCN2C1)COC=1N=C(C2=C(N1)C(=C(N=C2)C2=CC(=CC1=CC=C(C(=C21)C#C)F)OCOC)F)O